NC1=NC=C(C=C1C1=C(C=C(C=C1)NC(=O)C=1C(N(C(N(C1)C(C)C)=O)C1=CC=C(C=C1)F)=O)F)C=1C=NN(C1)C N-(4-(2-amino-5-(1-methyl-1H-pyrazol-4-yl)pyridin-3-yl)-3-fluorophenyl)-3-(4-fluorophenyl)-1-isopropyl-2,4-dioxo-1,2,3,4-tetrahydropyrimidine-5-carboxamide